2-(12-(2-carboxyethyl)-1,2,3,5,6,7-hexahydrochromeno[2,3-f]pyrido[3,2,1-ij]quinolin-4-ium-9-yl)-5-sulfobenzenesulfonate C(=O)(O)CCC1=CC=C2C(=C3C(=C4CCC[N+]5=C4C(=C3)CCC5)OC2=C1)C1=C(C=C(C=C1)S(=O)(=O)O)S(=O)(=O)[O-]